4-((5-(2-(4-fluorophenyl)pyridin-4-yl)-3-methyl-4,5,6,7-tetrahydro-1H-pyrazolo[4,3-c]pyridin-1-yl)methyl)bicyclo[2.2.2]octan-1-amine FC1=CC=C(C=C1)C1=NC=CC(=C1)N1CC2=C(CC1)N(N=C2C)CC21CCC(CC2)(CC1)N